P(O)(N)OC[C@@H]1[C@H]([C@]([C@@H](O1)N1C=NC=2C(=O)NC(N)=NC12)(O)OCCOC)O 2'-methoxyethoxyguanosine phosphoramidite